ClC=1C(=C(C=CC1Cl)NC1=NC=NC2=CC(=C(C=C12)OC1CCN(CC1)CC=1C=C(C=CC1)C1C(NC(CC1)=O)=O)OC)F 3-(3-((4-((4-((3,4-dichloro-2-fluorophenyl)amino)-7-methoxyquinazolin-6-yl)oxy)piperidin-1-yl)methyl)phenyl)piperidine-2,6-dione